2-(4-(2-(5-(8-methoxy-[1,2,4]triazolo[1,5-a]pyridin-6-yl)-4-(2,2,2-trifluoroethyl)-1H-pyrazol-3-yl)-4-methylthiazol-5-yl)cyclohexyl)-7-oxa-2-azaspiro[3.5]nonane COC=1C=2N(C=C(C1)C1=C(C(=NN1)C=1SC(=C(N1)C)C1CCC(CC1)N1CC3(C1)CCOCC3)CC(F)(F)F)N=CN2